Cl.Cl.Cl.N[C@H](C(=O)NC1=CC=C(C=C1)C1=C(C=NC=C1)NC)C(C1=CC=CC=C1)C1=CC=CC=C1 (S)-2-amino-N-(4-(3-(methylamino)pyridin-4-yl)phenyl)-3,3-diphenylpropionylAmine tri-hydrochloride